2-[2-[2-(tert-butoxycarbonylamino)ethoxy]ethyl-[6-(4-hexyldecyloxy)-6-oxo-hexyl]amino]hexanoic acid 4-hexyldecyl ester C(CCCCC)C(CCCOC(C(CCCC)N(CCCCCC(=O)OCCCC(CCCCCC)CCCCCC)CCOCCNC(=O)OC(C)(C)C)=O)CCCCCC